C(CCCCC)C=1C=C2C(=CC(=NC2=CC1)N1C=NC(=C1)C(=O)O)C1=CC=CC=C1 1-(6-hexyl-4-phenylquinolin-2-yl)-1H-imidazole-4-carboxylic acid